NC1=NC=CC=C1C1=NC=2C(=NC(=CC2)C2=CC=CC=C2)N1C1=CC=C(C=C1)C(C)(C)NC1CCC(CC1)C(=O)OC methyl (1r,4r)-4-((2-(4-(2-(2-aminopyridin-3-yl)-5-phenyl-3H-imidazo[4,5-b]pyridin-3-yl)phenyl)propan-2-yl)amino)cyclohexane-1-carboxylate